OCC1=CC=C2C3(CC=4C(=NOC4C2=C1)NS(=O)(=O)C=1C(=NC=CC1)OC)CC3 N-(8'-(hydroxymethyl)-4'H-spiro[cyclopropane-1,5'-naphtho[2,1-d]isoxazol]-3'-yl)-2-methoxypyridine-3-sulfonamide